1-{[(2s,3r)-3-ethyl-5-oxopyrrolidin-2-yl]methoxy}-7-methoxyisoquinoline-6-carboxamide C(C)[C@H]1[C@H](NC(C1)=O)COC1=NC=CC2=CC(=C(C=C12)OC)C(=O)N